(3-methyl-4-nitrophenyl)(2-iodophenyl)methanone CC=1C=C(C=CC1[N+](=O)[O-])C(=O)C1=C(C=CC=C1)I